C(C)(=O)NCCO\N=C(/C(=O)OCC)\C=1N=C(SC1)NC(=O)OCC1=CC=CC=C1 ethyl (Z)-2-((2-acetamidoethoxy)imino)-2-(2-(((benzyloxy)carbonyl)amino)thiazol-4-yl)acetate